CP(=O)(C)CC1CN(C1)C(=O)OC(C)(C)C tert-Butyl 3-((dimethylphosphoryl)methyl)azetidine-1-carboxylate